ClN1NN=C(C=C1)CNC(=O)C1(CCC1)C N-[(3-chloro-triazin-6-yl)methyl]-1-methylcyclobutane-1-carboxamide